COC1C(CCCC1)NCCCN N-(2-methoxycyclohexyl)-1,3-propanediamine